C=CCC 2-cis-butene